C1(CC1)N1C=NC(=C1)C=1C=C(C=CC1NC1=NC=CC(=C1)C(F)(F)F)S(=O)(=O)NC 3-(1-cyclopropylimidazol-4-yl)-N-methyl-4-[[4-(trifluoromethyl)-2-pyridinyl]amino]benzenesulfonamide